2,2-difluoroethyl ((S)-1-((1S,3aR,6aS)-1-(((S)-6,6-difluoro-1-(methylamino)-1,2-dioxoheptan-3-yl)carbamoyl)hexahydrocyclopenta[c]pyrrol-2(1H)-yl)-3,3-dimethyl-1-oxobutan-2-yl)carbamate FC(CC[C@@H](C(C(=O)NC)=O)NC(=O)[C@H]1N(C[C@H]2[C@@H]1CCC2)C([C@H](C(C)(C)C)NC(OCC(F)F)=O)=O)(C)F